OCCNCCCCCC(=O)OCCCCCCCCC nonyl 6-(2-hydroxyethylamino)hexanoate